3-(2-Chloro-6-fluorophenyl)-5-methyl-4-(thiazol-2-yl-d2)isoxazole ClC1=C(C(=CC=C1)F)C1=NOC(=C1C=1SC(=C(N1)[2H])[2H])C